CC(CN1C=NC=C1)C 1-(2-Methylpropyl)-1H-imidazole